6-diazo-2-((((5-methyl-2-oxo-1,3-dioxol-4-yl)methoxy)carbonyl)amino)-5-oxohexanoic acid triethylammonium salt C(C)[NH+](CC)CC.[N+](=[N-])=CC(CCC(C(=O)[O-])NC(=O)OCC=1OC(OC1C)=O)=O